rel-6-fluoro-5-[(1r,6s)-5-[(5-fluoro-2-methyl-3-oxo-4H-quinoxalin-6-yl)methyl]-2,5-diazabicyclo[4.1.0]hept-2-yl]-N-methylpyridine-2-carboxamide FC1=C(C=CC(=N1)C(=O)NC)N1[C@@H]2C[C@@H]2N(CC1)CC=1C(=C2NC(C(=NC2=CC1)C)=O)F |o1:12,14|